C[Si](C)(C)NC1=CC=CC=C1 trimethylsilyl-aniline